C(C1=CC=CC=C1)N1C(NCC2=CC=C(C=C12)C=1C(=NOC1C)C)=O 1-benzyl-7-(3,5-dimethylisoxazol-4-yl)-3,4-dihydroquinazolin-2(1H)-one